C(C)C1=CC=C(C=C1)C 4-Ethyl-1-methylbenzene